3-[3-(3,3-difluoropyrrolidin-1-yl)-5-(trifluoromethyl)phenyl]-1-[(1-ethyl-1H-pyrazol-4-yl)methyl]-4-methyl-1,3-dihydro-2H-imidazol-2-one FC1(CN(CC1)C=1C=C(C=C(C1)C(F)(F)F)N1C(N(C=C1C)CC=1C=NN(C1)CC)=O)F